BrC1=C2C=CN(C2=CC=C1)[C@@H]1CN(CCC1)C(=O)OC(C)(C)C tert-Butyl (S)-3-(4-bromo-1H-indol-1-yl)piperidine-1-carboxylate